(3-oxo-1,2,3,4-tetrahydroisoquinolin-4-yl)benzaldehyde O=C1NCC2=CC=CC=C2C1C1=C(C=O)C=CC=C1